CC(C=C)(CC\C=C(/CC)\C)CC(=O)O.C(C)(=O)O.C(C)C=CC(O)(C)CCC=C(C)C ethyl-linalool acetate (Z)-3,7-dimethylnon-1,6-dien-3-yl-acetate